C1[C@@H](OC2=CC(=CC(=C2C1=O)O)O)C3=CC=C(C=C3)O (+)-naringenin